tert-Butyl 4-hydroxy-2-((4-methyl-3-((1-(naphthalen-1-yl)cyclopropyl)carbamoyl)phenoxy) methyl)pyrrolidine-1-carboxylate OC1CC(N(C1)C(=O)OC(C)(C)C)COC1=CC(=C(C=C1)C)C(NC1(CC1)C1=CC=CC2=CC=CC=C12)=O